5-Fluorothiazol FC1=CN=CS1